C1(=CC=CC=C1)N1C=C2C(=CC=CC2=C2C1=C1C=CC=CC1=C2)Cl 6-phenyl-4-chloro-6H-indeno[1,2-c]isoquinoline